CN(CCCN1C(C=2C=CC=3C(N(C(C=4C3C2C(C1=O)=CC4)=O)CCCN(C)C)=O)=O)C 2,7-bis(3-(dimethylamino)propyl)benzo[lmn][3,8]phenanthroline-1,3,6,8(2H,7H)-tetraone